C1(CC1)C1=CC(=C(C=C1)N1N=C2C(N=C(NC2=O)N2CCCC2)=N1)C(F)(F)F 2-(4-cyclopropyl-2-(trifluoromethyl)phenyl)-5-(pyrrolidin-1-yl)-2,6-dihydro-7H-[1,2,3]triazolo[4,5-d]pyrimidin-7-one